C(C)(C)(C)OC(=O)N1C([C@@]2(C3=CC(=CC=C13)OC)[C@@H](C2)C2=CC=C1C(=NN(C1=C2)C(=O)OC(C)(C)C)NC2=NC(=CN=C2OC)C(C)C)=O (1r,2s)-2-[1-(tert-butoxycarbonyl)-3-[(6-isopropyl-3-methoxypyrazin-2-yl)amino]indazol-6-yl]-5'-methoxy-2'-oxospiro[cyclopropane-1,3'-indole]-1'-carboxylic acid tert-butyl ester